tert-butyl 4-[4-[[6-[[2-chloro-6-[4-[2-[1-(trifluoromethyl)cyclopropyl]ethoxy]pyrazol-1-yl]pyridine-3-carbonyl]sulfamoyl]-2-pyridyl]amino]butyl]-2,2-dimethyl-pyrrolidine-1-carboxylate ClC1=NC(=CC=C1C(=O)NS(=O)(=O)C1=CC=CC(=N1)NCCCCC1CC(N(C1)C(=O)OC(C)(C)C)(C)C)N1N=CC(=C1)OCCC1(CC1)C(F)(F)F